5-(7,7-difluoro-5-methyl-2,5-diazaspiro[3.4]oct-2-yl)-6-(difluoromethoxy)quinazolin-4-amine FC1(CN(C2(CN(C2)C2=C3C(=NC=NC3=CC=C2OC(F)F)N)C1)C)F